ClC1=C(C=CC(=C1)Cl)N1N=CC=C1 1-(2,4-dichlorophenyl)pyrazol